4-tert-butylnaphthalen-2-yl-pyridine-2-sulfonate C(C)(C)(C)C1=CC(=CC2=CC=CC=C12)OS(=O)(=O)C1=NC=CC=C1